2-[[5-ethylsulfanyl-6-[3-methyl-6-(trifluoromethyl)imidazo[4,5-c]pyridin-2-yl]-3-pyridyl]oxy]-2-methyl-propanenitrile C(C)SC=1C=C(C=NC1C1=NC2=C(C=NC(=C2)C(F)(F)F)N1C)OC(C#N)(C)C